DIHYDROTHIAZOLO[2,3-A]ISOINDOL-5(9BH)-ONE S1CCN2C1C1=CC=CC=C1C2=O